ClC1=C(OCC=2OC(=CN2)CC2CCN(CC2)CC2=NC=3C(=NC(=CC3)C(=O)O)N2C[C@H]2OCC2)C=CC(=C1)Cl 2-{[4-({2-[(2,4-dichlorophenoxy)methyl]-1,3-oxazol-5-yl}methyl)piperidin-1-yl]methyl}-3-{[(2S)-oxetan-2-yl]methyl}-3H-imidazo[4,5-b]pyridine-5-carboxylic acid